(S)-4-((methylamino)methyl)-N'-((2,4,5,6-tetrahydro-1H-cyclobuta[f]inden-3-yl)carbamoyl)thiophene-2-sulfonimidamide CNCC=1C=C(SC1)[S@](=O)(N)=NC(NC1=C2C(=CC=3CCCC13)CC2)=O